FC=1C=CC=C(C(=O)NS(=O)(=O)C2=CC3=C(N[C@@H](CO3)C3CCOCC3)C(=C2)[N+](=O)[O-])C1 5-fluoro-N-[(3R)-5-nitro-3-(oxan-4-yl)-3,4-dihydro-2H-1,4-benzoxazin-7-ylsulfonyl]benzamide